N-[6-(5-chloro-2-fluorophenyl)-2H,3H,4H-pyrido[3,2-b][1,4]oxazin-8-yl]-3-nitropyridin-4-amine ClC=1C=CC(=C(C1)C=1C=C(C=2OCCNC2N1)NC1=C(C=NC=C1)[N+](=O)[O-])F